2-(3-chloro-4-hydrazineyl-6-oxopyridazin-1(6H)-yl)-N-(2,2-difluorobenzo[d][1,3]dioxol-5-yl)-N-ethylacetamide ClC1=NN(C(C=C1NN)=O)CC(=O)N(CC)C1=CC2=C(OC(O2)(F)F)C=C1